C(C1=CC=CC=C1)ON1C(C(CC1O)(F)P(OCC)(OCC)=O)=O diethyl (1-(benzyloxy)-3-fluoro-5-hydroxy-2-oxopyrrolidin-3-yl)phosphonate